FC1=C(C(=CC=C1N)F)NCC=1C=C2C(=NC1)NN=C2C 2,6-difluoro-N1-([3-methyl-1H-pyrazolo[3,4-b]pyridin-5-yl]methyl)benzene-1,3-diamine